2-fluoro-N1-(3-fluorobenzyl)benzene-1,4-diamine FC1=C(C=CC(=C1)N)NCC1=CC(=CC=C1)F